(4-Cyano-3-(trifluoromethyl)phenyl)-2-hydroxy-2-methyl-3-(4-phenyl-1H-pyrazol-1-yl)propanamide C(#N)C1=C(C=C(C=C1)C(C(C(=O)N)(C)O)N1N=CC(=C1)C1=CC=CC=C1)C(F)(F)F